[2-(4-cyclopropyl-6-methoxy-pyrimidin-5-yl)-5H-pyrrolo[3,2-d]pyrimidin-7-yl]-[4-[1-isopropyl-4-(trifluoromethyl)imidazol-2-yl]phenyl]methanol C1(CC1)C1=NC=NC(=C1C=1N=CC2=C(N1)C(=CN2)C(O)C2=CC=C(C=C2)C=2N(C=C(N2)C(F)(F)F)C(C)C)OC